OC1=C(C=CC=C1)C=1C=C2N3CCN(C[C@H]3C(NC2=NN1)=O)C(=O)OC(C)(C)C tert-butyl (10S)-4-(2-hydroxyphenyl)-9-oxo-1,5,6,8,12-pentazatricyclo[8.4.0.02,7]tetradeca-2,4,6-triene-12-carboxylate